2-cumyl-4-tertiary butyl-phenol C(C)(C)(C1=CC=CC=C1)C1=C(C=CC(=C1)C(C)(C)C)O